8-acetyl-3-cyclopropyl-6-fluoro-2-[(2S)-tetrahydrofuran-2-yl]quinazolin-4-one C(C)(=O)C=1C=C(C=C2C(N(C(=NC12)[C@H]1OCCC1)C1CC1)=O)F